(R)-4-[2,6-dimethyl-4-(2-methyl-2H-tetrazol-5-yl)-phenyl]Indan-1-carboxylic acid CC1=C(C(=CC(=C1)C=1N=NN(N1)C)C)C1=C2CC[C@H](C2=CC=C1)C(=O)O